C1CCN2CCCC3=C2C1=CC(=C3)C=O 2,3,6,7-Tetrahydro-1H,5H-benzo[ij]quinolizine-9-carboxaldehyde